(5,6-dimethoxy-3-pyridinyl)methanol Methyl-1-(4-amino-3-((2-methoxyethyl)amino)phenyl)cyclopropane-1-carboxylate CC1C(C1)(C(=O)OCC=1C=NC(=C(C1)OC)OC)C1=CC(=C(C=C1)N)NCCOC